FC(OC=1C=C(OC2=CC=C(C=O)C=C2)C=CC1)(F)F 4-[3-(trifluoromethoxy)phenoxy]benzaldehyde